C1=NC=CC=2NC=3C=C(C=CC3C21)CCC(=O)NCCOCCOCCNC(C2=CC=C(C=C2)CN(C(CCl)=O)C2=CC1=C(OCCO1)C=C2)=O N-(2-(2-(2-(3-(5H-pyrido[4,3-b]indol-7-yl)propanamido)ethoxy)ethoxy)ethyl)-4-((2-chloro-N-(2,3-dihydrobenzo[b][1,4]dioxin-6-yl)acetamido)methyl)benzamide